CCOC(=O)CC(C)(C)C(C)C The molecule is a carboxylic ester obtained by the formal condensation of the carboy group of 3,3,4-trimethylpentanoic acid with ethanol. It has a role as a metabolite.